hexyldimethylmercaptoiminoiodide C(CCCCC)S(C)(C)N(I)I